C(#N)C1=CC(=C(COC2=CC(=CC(=N2)N2CCN(CC2)[C@@H](C)C2=NC3=C(N2C[C@H]2OCC2)C=C(C=C3)C(=O)[O-])COC)C=C1)F 2-((S)-1-(4-(6-((4-cyano-2-fluorobenzyl)oxy)-4-(methoxymethyl)pyridin-2-yl)piperazine-1-yl)ethyl)-1-(((S)-oxetan-2-yl)methyl)-1H-benzo[d]imidazole-6-carboxylate